N-[(4-Methoxyphenyl)methyl]-N-methyl-3-(1-methylimidazol-4-yl)-4-[[(2s)-2-phenylpropyl]amino]benzenesulfonamide 3,5-di-t-butylphenolate C(C)(C)(C)C=1C=C(C=C(C1)C(C)(C)C)[O-].COC1=CC=C(C=C1)CN(S(=O)(=O)C1=CC(=C(C=C1)NC[C@@H](C)C1=CC=CC=C1)C=1N=CN(C1)C)C